1-(2-chloro-6-methylphenyl)cyclopropane-1-carbonitrile ClC1=C(C(=CC=C1)C)C1(CC1)C#N